(R)-3-(benzylamino)azepane-1-carboxylic acid tert-butyl ester C(C)(C)(C)OC(=O)N1C[C@@H](CCCC1)NCC1=CC=CC=C1